1-(4-(4-fluorophenoxy)pyrimidine-2-yl)piperidine-4-carboxylic acid ethyl ester C(C)OC(=O)C1CCN(CC1)C1=NC=CC(=N1)OC1=CC=C(C=C1)F